2-amino-8-hydroxy-naphthalene-3,6-Disulfonic acid NC1=CC2=C(C=C(C=C2C=C1S(=O)(=O)O)S(=O)(=O)O)O